perimidineic acid N1C(=NC2=CC=CC3=CC=CC1=C23)C(=O)O